N-[2-[(3aR,6aS)-2-(tetrahydropyran-3-ylmethyl)-3,3a,4,5,6,6a-hexahydro-1H-cyclopenta[c]pyrrol-5-yl]ethyl]-6-(2,4-dimethylpyrazol-3-yl)pyridazin-3-amine O1CC(CCC1)CN1C[C@@H]2[C@H](C1)CC(C2)CCNC=2N=NC(=CC2)C=2N(N=CC2C)C